2-phenoxy-5-((4-(pyridin-3-yl)-1H-pyrazol-1-yl)methyl)pyridine O(C1=CC=CC=C1)C1=NC=C(C=C1)CN1N=CC(=C1)C=1C=NC=CC1